BrC1=C2C(=C(C(=NC2=CC(=C1)OC(C)C)C1=CC(=CC=C1)C(F)(F)F)CN1CCC(CC1)N1CCOCC1)C(=O)NC1(CC1)C1=CC=CC=C1 5-bromo-7-[(1-methylethyl)oxy]-3-{[4-(4-morpholinyl)-1-piperidinyl]methyl}-N-(1-phenylcyclopropyl)-2-[3-(trifluoromethyl)phenyl]-4-quinolinecarboxamide